C1=CC=CC1.[N].[N] dinitrogen cyclopentadiene